6-[2-(difluoromethyl)-2H-pyrazolo[3,4-d]pyrimidin-6-yl]-2-[2-methyl-6-(trifluoromethyl)pyrimidin-4-yl]-2,6-diazaspiro[3.4]octane FC(N1N=C2N=C(N=CC2=C1)N1CC2(CN(C2)C2=NC(=NC(=C2)C(F)(F)F)C)CC1)F